ClC1=CC(OC2=CC(=CC=C12)F)=O 4-chloro-7-fluoro-2H-chromen-2-one